FC1=CC=C(C=C1)C1=NN2C(CN(C(C2)=O)C)=C1C1=CC(=NC=C1)C 2-(4-fluorophenyl)-5-methyl-3-(2-methylpyridin-4-yl)-4,5-dihydropyrazolo[1,5-a]pyrazin-6(7H)-one